tert-butyl (R)-7-(5-((1-(tert-butoxycarbonyl)pyrrolidin-3-yl)(methyl)amino)-5-methylhexyl)-3,4-dihydro-1,8-naphthyridine-1(2H)-carboxylate C(C)(C)(C)OC(=O)N1C[C@@H](CC1)N(C(CCCCC1=CC=C2CCCN(C2=N1)C(=O)OC(C)(C)C)(C)C)C